3-benzoyl-3-methoxycoumarin C(C1=CC=CC=C1)(=O)C1(C(OC2=CC=CC=C2C1)=O)OC